N-[(3S)-1-{(5S)-5-[3-(2,6-difluorophenyl)-5-methylpyridin-2-yl]-4,5-dihydro-1,2-oxazol-3-yl}pyrrolidin-3-yl]methanesulfonamide FC1=C(C(=CC=C1)F)C=1C(=NC=C(C1)C)[C@@H]1CC(=NO1)N1C[C@H](CC1)NS(=O)(=O)C